4-oxo-2-(2-trifluoromethoxyphenyl)thiazoline O=C1N=C(SC1)C1=C(C=CC=C1)OC(F)(F)F